α-ketohexanoic acid O=C(C(=O)O)CCCC